benzyl (2-(((R)-((1S,2R,3S,5S,7R)-1,5-dichloroadamantan-2-yl)(phenyl)methyl)amino)-2-oxoethyl)carbamate Cl[C@@]12[C@H]([C@@H]3C[C@@](C[C@H](C1)C3)(C2)Cl)[C@H](C2=CC=CC=C2)NC(CNC(OCC2=CC=CC=C2)=O)=O